(2-{3-[2-(4,4-difluoropiperidin-1-yl)ethoxy]phenyl}ethyl)-1,1-diphenylmethanimine FC1(CCN(CC1)CCOC=1C=C(C=CC1)CCN=C(C1=CC=CC=C1)C1=CC=CC=C1)F